CC1=CC=C(CSC=2N(C(=NN2)CC2=CC=CC=3C4=CC=CC=C4NC23)C2=CC=CC=C2)C=C1 ((5-((4-methylbenzyl)thio)-4-phenyl-4H-1,2,4-triazol-3-yl)methyl)-9H-carbazole